C(C=C)SC(=S)N1CCOC12CCCCC2 1-oxa-4-azaspiro[4.5]decane-4-Carbodithioic acid 2-propenyl ester